5-(4-fluorophenyl)-6-(methoxymethyl)-1-methyl-4-oxo-1,4-dihydropyridine-3-carboxylic acid FC1=CC=C(C=C1)C=1C(C(=CN(C1COC)C)C(=O)O)=O